16-(3-(2-((tert-butoxycarbonyl)amino)ethoxy)propanoyl)-4,7,10,13,19,22,25,28-octaoxa-16-azahentriacontanedioic acid C(C)(C)(C)OC(=O)NCCOCCC(=O)N(CCOCCOCCOCCOCCC(=O)O)CCOCCOCCOCCOCCC(=O)O